1-(6,7-dihydro-5H-benzo[2,3]oxepino[4,5-c]pyridazin-3-yl)-N3-(2-(pyrrolidin-1-ylmethyl)benzo[d]oxazol-5-yl)-1H-1,2,4-triazole-3,5-diamine N1=NC(=CC2=C1C1=C(OCC2)C=CC=C1)N1N=C(N=C1N)NC=1C=CC2=C(N=C(O2)CN2CCCC2)C1